NC(C(=O)NC1=CC(=C(C=C1)C1=C2C(=NC=C1)NC(=C2)C)C)=CC2=CC(=CC=C2)OC (2R)-2-Amino-3-(3-methoxyphenyl)-N-[3-methyl-4-(2-methyl-1H-pyrrolo[2,3-b]pyridin-4-yl)phenyl]propenamide